4-((2-(methoxycarbonyl)-4-oxo-4,5,6,7-tetrahydro-1H-indol-1-yl)methyl)benzoic acid COC(=O)C=1N(C=2CCCC(C2C1)=O)CC1=CC=C(C(=O)O)C=C1